N-(4-fluoro-3-((2-((1-(2-hydroxyethyl)-1H-pyrazol-4-yl)amino)-5-(4-(trifluoromethyl)phenyl)pyrimidin-4-yl)amino)phenyl)acrylamide FC1=C(C=C(C=C1)NC(C=C)=O)NC1=NC(=NC=C1C1=CC=C(C=C1)C(F)(F)F)NC=1C=NN(C1)CCO